C(C)OC(=O)C=1N=C(NC1)C1=NC(=CC=C1)C 2-(6-methylpyridin-2-yl)-1H-imidazole-4-carboxylic acid ethyl ester